Ethyl 1-amino-4-(3-methoxy-2-methylphenyl)-3-(tetrahydro-2H-pyran-4-yl)-1H-pyrrole-2-carboxylate NN1C(=C(C(=C1)C1=C(C(=CC=C1)OC)C)C1CCOCC1)C(=O)OCC